(S)-8'-((2S,5R)-4-Acryloyl-2,5-dimethylpiperazin-1-yl)-11'-(5-bromo-2,4-difluorophenyl)-10'-(trifluoromethyl)-2'H,4'H,6'H-spiro[oxetane-3,3'-[1,4]thiazepino[2,3,4-ij]quinazolin]-6'-one C(C=C)(=O)N1C[C@@H](N(C[C@H]1C)C1=NC(N2C3=C(C(=C(C=C13)C(F)(F)F)C1=C(C=C(C(=C1)Br)F)F)SCC1(C2)COC1)=O)C